1-(4-chloro-2,6-difluorophenyl)-4-[(2-chloro-4-fluoro-1,3-benzothiazol-7-yl)oxymethyl]piperidin-4-ol ClC1=CC(=C(C(=C1)F)N1CCC(CC1)(O)COC1=CC=C(C=2N=C(SC21)Cl)F)F